FC=1C(=NC=C(C1)F)C1=CC(=CC2=C1C(=NO2)N2C(N1[C@H](CC2)C([C@@H](C1)NS(=O)(=O)CC)(F)F)=O)F N-{(4aR,6R)-2-[4-(3,5-difluoropyridin-2-yl)-6-fluoro-1,2-benzoxazol-3-yl]-5,5-difluoro-1-oxooctahydropyrrolo[1,2-c]pyrimidin-6-yl}ethanesulfonamide